ClC=1C(=NC(=NC1)NC1=C(C=C2CCN(CC2=C1)C)OC)N1C=C(C2=CC=CC=C12)C(=O)OC Methyl 1-(5-chloro-2-((6-methoxy-2-methyl-1,2,3,4-tetrahydroisoquinolin-7-yl) amino) pyrimidin-4-yl)-1H-indole-3-carboxylate